BrC1=NC=C(C2=C1C=CN2)Cl 4-bromo-7-chloro-1H-pyrrolo[3,2-c]pyridine